(R)-3-(allyloxy)propane-1,2-diol C(C=C)OC[C@@H](CO)O